(2R,3S)-1-(tert-butoxycarbonyl)-3-(4-azaspiro[2.4]heptane-4-carbonyl)piperidine-2-carboxylic acid C(C)(C)(C)OC(=O)N1[C@H]([C@H](CCC1)C(=O)N1C2(CC2)CCC1)C(=O)O